4-fluoro-N,2-dihydroxybenzamide FC1=CC(=C(C(=O)NO)C=C1)O